O1CC(CC1)CCNC=1N=CC2=C(N1)N=CC=C2 2-((2-(tetrahydrofuran-3-yl)ethyl)amino)pyrido[2,3-d]pyrimidin